methyl 5-((3S)-3-(1-(allyloxy)but-3-en-1-yl)-7-chloro-2-methyl-1,1-dioxido-5-phenyl-2,3,4,5-tetrahydrobenzo[f][1,2,5]thiadiazepin-8-yl)-2-fluorobenzoate C(C=C)OC(CC=C)[C@H]1N(S(C2=C(N(C1)C1=CC=CC=C1)C=C(C(=C2)C=2C=CC(=C(C(=O)OC)C2)F)Cl)(=O)=O)C